2-(2-quinolyl)-1H-phenalene-1,3-dione N1=C(C=CC2=CC=CC=C12)C1C(C=2C=CC=C3C=CC=C(C1=O)C23)=O